4-{[4-({[4-(acryloyloxy)butoxy]carbonyl}oxy)-3-methoxybenzoyl]oxy}-2-methyl-phenyl 4-({[4-(acryloyloxy)butoxy]carbonyl}oxy)-3,5-dimethoxybenzoate C(C=C)(=O)OCCCCOC(=O)OC1=C(C=C(C(=O)OC2=C(C=C(C=C2)OC(C2=CC(=C(C=C2)OC(=O)OCCCCOC(C=C)=O)OC)=O)C)C=C1OC)OC